2-(4-methyl-2-pyridinylamino)-2-methylpropanenitrile CC1=CC(=NC=C1)NC(C#N)(C)C